maleimidyl succinate C(CCC(=O)[O-])(=O)ON1C(C=CC1=O)=O